ClC=1C(=NC(=C(C1)C#N)N1C[C@H](C([C@H](C1)C)F)C)NC=1C=C2C=C(C(NC2=CC1)=O)OCC(=O)NC 2-[[6-[[3-chloro-5-cyano-6-[(3R,5S)-4-fluoro-3,5-dimethyl-1-piperidinyl]-2-pyridinyl]amino]-2-oxo-1H-quinolin-3-yl]oxy]-N-methylacetamide